COCC(C(=O)[O-])=C 2-methoxymethylacrylate